4-(4-benzylpiperazin-1-yl)cyclohexanol C(C1=CC=CC=C1)N1CCN(CC1)C1CCC(CC1)O